C1(CC1)C1=NC(=CC(=C1)C1=C(C=C(C#N)C=C1)C1=NN=CN1C)N1C(C2=C3C(C=CC=C13)=CC(=C2)C)=O 4-(2-Cyclopropyl-6-(4-methyl-2-oxo-benzo[cd]indol-1(2H)-yl)pyridin-4-yl)-3-(4-methyl-4H-1,2,4-triazol-3-yl)benzonitrile